3,6-bis((tert-butyldimethylsilyl)oxy)-9,9'-spirobi[fluorene] [Si](C)(C)(C(C)(C)C)OC=1C=CC=2C3(C4=CC=C(C=C4C2C1)O[Si](C)(C)C(C)(C)C)C1=CC=CC=C1C=1C=CC=CC13